Cl.ClC1=C(C=CC(=C1F)OC)C1=CN=C2N1C=CN=C2NC2=CC(=C(C=C2)C(=O)N2CCNCC2)C [4-[[3-(2-chloro-3-fluoro-4-methoxy-phenyl)imidazo[1,2-a]pyrazin-8-yl]amino]-2-methyl-phenyl]-piperazin-1-yl-methanone hydrochloride